C(C)(CCC)C1=C(C=C(C(=C1C)Cl)C)O 2-sec-pentyl-3,5-dimethyl-p-chlorophenol